BrC=1C(=NC(=NC1)NC1=CC=C(C=C1)S(=O)(=O)NCCCCN(CC=CC(=O)O)C)NC1=C(C(=CC=C1)F)C(N)=O 4-[4-[[4-[[5-bromo-4-(2-carbamoyl-3-fluoro-anilino)pyrimidin-2-yl]amino]phenyl]sulfonylamino]butyl-methyl-amino]but-2-enoic acid